FC1=C(C=C(C=C1)F)[C@@H]1CO[C@H](CN1C(=O)N1CC2(CCCC2)[C@@H](CC1)CN1C=NC2=CC=C(C=C2C1=O)F)C 3-(((R)-7-((2s,5R)-5-(2,5-difluorophenyl)-2-methylmorpholine-4-carbonyl)-7-azaspiro[4.5]dec-10-yl)methyl)-6-fluoroquinazolin-4(3H)-one